2,5-bis(trifluoromethyl)phenylurea FC(C1=C(C=C(C=C1)C(F)(F)F)NC(=O)N)(F)F